5,5-dimethyl-1-((2-((2,2,2-trifluoroethyl)amino)pyridin-4-yl)methyl)-3-(4-((trifluoromethyl)thio)phenyl)imidazolidine-2,4-dione CC1(C(N(C(N1CC1=CC(=NC=C1)NCC(F)(F)F)=O)C1=CC=C(C=C1)SC(F)(F)F)=O)C